C1(CC1)C=1N=CC2=C(N1)NC=C2C=2C=CC1=C(N(N=N1)CC)C2 6-(2-cyclopropyl-7H-pyrrolo[2,3-d]pyrimidin-5-yl)-1-ethyl-1H-benzo[d][1,2,3]triazole